2-({[4-(Dimethylamino)butanoyl]oxy}methyl)-3-[(3-pentyloctanoyl)oxy]-2-{[(3-pentyloctanoyl)oxy]methyl}propyl methyl decylpropanedioate C(CCCCCCCCC)C(C(=O)OCC(COC(CC(CCCCC)CCCCC)=O)(COC(CC(CCCCC)CCCCC)=O)COC(CCCN(C)C)=O)C(=O)OC